C(C)(=O)OC=1C(=CC2=C(OC[C@@H](N2C(CCl)=O)C)N1)CC1=CC=C(C=C1)F (S)-1-(2-chloroacetyl)-7-(4-fluorobenzyl)-2-methyl-2,3-dihydro-1H-pyrido[2,3-b][1,4]oxazin-6-yl acetate